Methyl (S)-2-methyl-5-oxo-4-phenyl-1,4,5,7-tetrahydrofuro[3,4-b]pyridine-3-carboxylate CC1=C([C@@H](C2=C(N1)COC2=O)C2=CC=CC=C2)C(=O)OC